BrC1=CN=C(C=2N1C=NC2)Cl 5-bromo-8-chloroimidazo[1,5-a]pyrazine